(2-chloro-4-((1-(piperidin-4-yl)azetidin-3-yl)amino)phenyl)(3-methylazetidin-1-yl)methanone hydrochloride Cl.ClC1=C(C=CC(=C1)NC1CN(C1)C1CCNCC1)C(=O)N1CC(C1)C